ClC1=C(C=CC=C1Cl)S(=O)(=O)N1CCC2(CCCO2)CC1 8-(2,3-dichlorophenylsulphonyl)-1-oxa-8-azaspiro[4.5]decan